2-[1-[2-[6-(Difluoromethyl)-2-pyridyl]-6-methyl-4-oxo-chromen-8-yl]ethylamino]benzoic acid FC(C1=CC=CC(=N1)C=1OC2=C(C=C(C=C2C(C1)=O)C)C(C)NC1=C(C(=O)O)C=CC=C1)F